8-(3-aminophenyl)-6-chloro-2-((4-methoxyphenyl)amino)pteridin-7(8H)-one NC=1C=C(C=CC1)N1C(C(=NC=2C=NC(=NC12)NC1=CC=C(C=C1)OC)Cl)=O